N-(3-fluorocyclobutyl)-2-methylbenzamide FC1CC(C1)NC(C1=C(C=CC=C1)C)=O